ClC=1C(=NC(=NC1)NC=1C=C(C=NC1)N1C(CCC1)=O)C=1C=NN(C1)C 1-(5-((5-chloro-4-(1-methyl-1H-pyrazol-4-yl)pyrimidin-2-yl)amino)pyridin-3-yl)pyrrolidin-2-one